CC1=C(C=CC=C1C)C(=C)C=1N=CN(C1)C(=O)OC(C)(C)C tert-butyl 4-(1-(2,3-dimethylphenyl)vinyl)-1H-imidazole-1-carboxylate